1,2-bis(4-pyridyl)ethylene-d N1=CC=C(C=C1)C(=CC1=CC=NC=C1)[2H]